1-(6-chloro-4-methylpyridin-3-yl)-4-methylpiperazine ClC1=CC(=C(C=N1)N1CCN(CC1)C)C